CC=1SC(=C(N1)C)C=1C=CC(N(N1)CC1CCN(CC1)C=1C2=C(N=CN1)SC=C2)=O 6-(2,4-dimethyl-1,3-thiazol-5-yl)-2-[(1-thieno[2,3-d]pyrimidin-4-ylpiperidin-4-yl)methyl]pyridazin-3-one